[Na+].[Na+].[Na+].C(CN([C@@H](CCC(N)=O)C(=O)[O-])CC(=O)[O-])(=O)[O-] glutamine diacetic acid, trisodium salt